OC1(COC1)C1=CC=C(C=C1)C(=O)N1CCC(CC1)S(=O)(=O)C1=NC=C(C=C1)C(F)(F)F (4-(3-hydroxyoxetan-3-yl)phenyl)(4-((5-(trifluoromethyl)pyridin-2-yl)sulfonyl)piperidin-1-yl)methanone